OCCN(CCCCCCCC(=O)OC(CCCCCCCC)CCCCCCCC)CCCCCC(OCCCCCCCCCCC)=O 9-Heptadecanyl 8-((2-hydroxyethyl)[6-oxo-6-(undecyloxy)hexyl]amino)octanoate